CS(=O)(=O)NCC1CN(CCO1)C(=O)OC(C)(C)C Tert-Butyl 2-(methylsulfonamidomethyl)morpholine-4-carboxylate